2-(4R,6S)-(4-(4-chlorophenyl)-2,3,9-trimethyl-8-oxo-4,6,8,9-tetrahydrothieno[2',3':5,6]oxepino[4,3-c]pyridin-6-yl)-N-ethylacetamide ClC1=CC=C(C=C1)[C@@H]1C2=C(C3=CN(C(C=C3[C@@H](O1)CC(=O)NCC)=O)C)SC(=C2C)C